3,4-dihydroxyl-cyclohexane OC1CCCCC1O